[N+](=O)([O-])OC=1C=CC=2C[C@@H]3[C@@H]4C=C[C@@H]([C@H]5[C@@]4(C2C1O5)CCN3C)O nitromorphine